N-(4-((3-acetylphenyl)methyl)-3-sulfophenyl)-2-(2-chlorophenyl)acrylamide C(C)(=O)C=1C=C(C=CC1)CC1=C(C=C(C=C1)NC(C(=C)C1=C(C=CC=C1)Cl)=O)S(=O)(=O)O